2-methyl-2-propenoic acid-2,2,6,6-tetramethyl-4-piperidinyl ester CC1(NC(CC(C1)OC(C(=C)C)=O)(C)C)C